(3-((5-((4-amino-6-chloro-3a,7a-dihydropyrazolo[3,4-d]pyrimidin-1-yl)methyl)-2-bromo-phenyl)methoxy)-4-methoxy-phenyl)methanol NC=1C2C(N=C(N1)Cl)N(N=C2)CC=2C=CC(=C(C2)COC=2C=C(C=CC2OC)CO)Br